CN(C[C@@H]1[C@H](C1)C#C)C |o1:3,4| rel-N,N-dimethyl-1-[(1S,2S)-2-ethynylcyclopropyl]methanamine